4-(Methylthio)-2-phenyl-5-(prop-1-en-2-yl)thieno[2,3-d]pyrimidine-6-carboxylic acid CSC=1C2=C(N=C(N1)C1=CC=CC=C1)SC(=C2C(=C)C)C(=O)O